FC=1C(=C(C=CC1)C=CC1=CC=CC=C1)C1=CC=CC=2C3=CC=CC=C3NC12 fluoro-carbazolyl-stilbene